FC1(CNC1)C(=O)N1CCC(CC1)N1N=CC(=C1C)C=1C=C(C=2N(C1)N=CC2C#N)OC 6-(1-(1-(3-fluoroazetidine-3-carbonyl)piperidin-4-yl)-5-methyl-1H-pyrazol-4-yl)-4-methoxypyrazolo[1,5-a]pyridine-3-carbonitrile